tert-butyl 3-(3-(2-amino-5-(trifluoromethyl) pyrimidin-4-yl) phenyl)-2,2-dimethylpropionate NC1=NC=C(C(=N1)C=1C=C(C=CC1)CC(C(=O)OC(C)(C)C)(C)C)C(F)(F)F